CC(C#C)(CC\C=C(/CCCC(CCCC(C)C)C)\C)O (Z)-3,7,11,15-tetramethylhexadec-6-en-1-yn-3-ol